C(C)(=O)N1CCC(CC1)CCN1N=CC(=C1C(=O)NC1=NC=C(C=C1F)C#CC=1SC=CC1)Cl 1-(2-(1-acetylpiperidin-4-yl)ethyl)-4-chloro-N-(3-fluoro-5-(thiophen-2-ylethynyl)pyridin-2-yl)-1H-pyrazole-5-carboxamide